5,5'-isopropylidenebis(2-furanmethanamine) C(C)(C)(C1=CC=C(O1)CN)C1=CC=C(O1)CN